(S)-6-(5-(1-amino-2-(3,5-difluorophenyl)ethyl)-2-phenyl-1H-pyrrolo[3,2-b]pyridin-6-yl)-5-methyl-[1,2,4]triazolo[4,3-a]pyridin-3(2H)-one hydrochloride Cl.N[C@@H](CC1=CC(=CC(=C1)F)F)C1=C(C=C2C(=N1)C=C(N2)C2=CC=CC=C2)C=2C=CC=1N(C2C)C(NN1)=O